N-[(4-Methoxyphenyl)methyl]-N-methyl-3-(1-methylimidazol-4-yl)-4-(2-pyridylamino)benzenesulfonamide COC1=CC=C(C=C1)CN(S(=O)(=O)C1=CC(=C(C=C1)NC1=NC=CC=C1)C=1N=CN(C1)C)C